1-(4-chlorophenyl)-3-buten-1-ol ClC1=CC=C(C=C1)C(CC=C)O